C1(CCCC1)C1=CC(=C(C(=O)N2CCC(CC2)C2=C(C#N)C=CC=C2)C=C1C1=NN=C(N1)C)C (1-(4-cyclopentyl-2-methyl-5-(5-methyl-4H-1,2,4-triazol-3-yl)benzoyl)piperidin-4-yl)benzonitrile